trans-3-fluoro-5-((S)-2-(4-((6-fluoro-1H-benzo[d]imidazol-1-yl)methyl)cyclohexane-1-carbonyl)isoxazolidin-3-yl)benzonitrile FC=1C=C(C#N)C=C(C1)[C@H]1N(OCC1)C(=O)[C@@H]1CC[C@H](CC1)CN1C=NC2=C1C=C(C=C2)F